The molecule is a derivative of glycine having a benzyloxycarbonyl protecting group attached to the nitrogen. It is a conjugate acid of a N-benzyloxycarbonylglycinate. C1=CC=C(C=C1)COC(=O)NCC(=O)O